ClCC1=CC=C(C=N1)NC([C@H](CCCNC(=O)N)NC(OCC1C2=CC=CC=C2C=2C=CC=CC12)=O)=O (9H-fluoren-9-yl)methyl (S)-(1-((6-(chloromethyl)pyridin-3-yl)amino)-1-oxo-5-ureidopentan-2-yl)carbamate